(1r,2r)-N-((S)-2-amino-3-(4-hydroxyphenyl)propyl)-2-methyl-2-phenylcyclopropane-1-carboxamide hydrochloride Cl.N[C@H](CNC(=O)[C@H]1[C@@](C1)(C1=CC=CC=C1)C)CC1=CC=C(C=C1)O